5-(4-(3-(7-fluoro-5-methyl-1-oxo-1,2-dihydroisoquinolin-3-yl)propanoyl)piperazin-1-yl)picolinonitrile hydrochloride Cl.FC1=CC(=C2C=C(NC(C2=C1)=O)CCC(=O)N1CCN(CC1)C=1C=CC(=NC1)C#N)C